OC(CN(C(CCC(=O)OCCN1CCN(CC1)CCSSCCCCN(CC(CCCCCCCC)O)CC(CCCCCCCC)O)C)CC(CCCCCC\C=C/CCCCCCCC)O)CCCCCC\C=C/CCCCCCCC 2-(4-(2-((4-(Bis(2-hydroxydecyl)amino)butyl)disulfaneyl)ethyl)piperazin-1-yl)ethyl 4-(bis((Z)-2-hydroxyoctadec-9-en-1-yl)amino)pentanoate